N-(((2S,4R)-1-(2-(3-acetyl-5-(2-methylpyrimidin-5-yl)-1H-indazol-1-yl)acetyl)-4-fluoropyrrolidin-2-yl)methyl)-3-chloro-2-fluorobenzenesulfonamide C(C)(=O)C1=NN(C2=CC=C(C=C12)C=1C=NC(=NC1)C)CC(=O)N1[C@@H](C[C@H](C1)F)CNS(=O)(=O)C1=C(C(=CC=C1)Cl)F